(S)-5-((4-((2-hydroxy-1-phenylethyl)amino)-5-(5-(pyridin-2-yl)-1,3,4-oxadiazol-2-yl)pyrimidin-2-yl)amino)-3,3-dimethylisoindolin-1-one OC[C@H](C1=CC=CC=C1)NC1=NC(=NC=C1C=1OC(=NN1)C1=NC=CC=C1)NC=1C=C2C(NC(C2=CC1)=O)(C)C